3-methyl-6-(1'-methylhydrazino)uracil CN1C(NC(=CC1=O)N(N)C)=O